di-tert-butyl (4-(((4-((2-cyclopropyl-5-ethoxy-4'-fluoro-[1,1'-biphenyl]-4-yl)methyl)piperazin-1-yl)sulfonyl)methyl)phenyl)phosphonate C1(CC1)C1=C(C=C(C(=C1)CN1CCN(CC1)S(=O)(=O)CC1=CC=C(C=C1)P(OC(C)(C)C)(OC(C)(C)C)=O)OCC)C1=CC=C(C=C1)F